BrC=1C=CC(=NC1F)N(C)C 5-bromo-6-fluoro-N,N-dimethylpyridin-2-amine